ClC=1C(=C(C(=CC1)C(F)F)C1=CN=CC(=N1)C(=O)NC=1C=NN(C1)CC=1C=NC(=NC1)N1C2C(CC1)OCC2)F 6-(3-Chloro-6-(difluoromethyl)-2-fluorophenyl)-N-(1-((2-(hexahydro-4H-furo[3,2-b]pyrrol-4-yl)pyrimidin-5-yl)methyl)-1H-pyrazol-4-yl)pyrazine-2-carboxamide